(2,4-pentanedione) lithium [Li].CC(CC(C)=O)=O